(R)-5-(2-(2-(2-(1-cyclopropylhydrazino)ethyl)-5-fluorophenyl)pyrrolidin-1-yl)pyrazolo[1,5-a]pyrimidine-3-carboxylic acid C1(CC1)N(N)CCC1=C(C=C(C=C1)F)[C@@H]1N(CCC1)C1=NC=2N(C=C1)N=CC2C(=O)O